7-Methoxy-6,6-dimethyl-6H-benzo[b]naphtho[2,3-d]furan-11-one COC1=C2C(C3=C(C4=C(O3)C=CC=C4)C(C2=CC=C1)=O)(C)C